C(C)OC(=O)C1=NC(=NN1C1CC1)Br 3-bromo-1-cyclopropyl-1H-1,2,4-triazole-5-carboxylic acid ethyl ester